ClC=1N=CC(=NC1)CN1C2CN(CC1C2)C2=CC=C(C=N2)C2=NC(=CC(=N2)NC2=NNC(=C2)C)C 2-(6-(6-((5-Chloropyrazin-2-yl)methyl)-3,6-diazabicyclo[3.1.1]heptan-3-yl)pyridin-3-yl)-6-methyl-N-(5-methyl-1H-pyrazol-3-yl)pyrimidin-4-amine